N1=NC=NC(=C1)NC=1NC=2N(C(C1C1=CC=C(C=C1)OC)=O)N=C(C2C2=CC=CC=C2)C2=CC=CC=C2 5-((1,2,4-triazin-5-yl)amino)-6-(4-methoxyphenyl)-2,3-diphenylpyrazolo[1,5-a]pyrimidin-7(4H)-one